C(C1=CC=CC=C1)OC1=CC=C(C=C1)C(CC1CC1)COC1OCCCC1 2-(4-(benzyloxy)phenyl)-1-cyclopropyl-3-((tetrahydro-2H-pyran-2-yl)oxy)propane